tert-butyl (3-(2,4-dioxo-7-(trifluoromethyl)-3,4-dihydroquinazolin-1(2H)-yl)phenyl)carbamate O=C1N(C2=CC(=CC=C2C(N1)=O)C(F)(F)F)C=1C=C(C=CC1)NC(OC(C)(C)C)=O